FC=1C=CC=C2C=C(C=NC12)C=1SC(CC(N1)CC=1C=NC=CC1)(C)C 2-(8-fluoro-3-quinolinyl)-6,6-dimethyl-4-(3-pyridylmethyl)-4,5-dihydro-1,3-thiazine